BrC=1C=NN(C1)CC(=O)OC(C)(C)C tert-butyl 2-(4-bromo-1H-pyrazol-1-yl)acetate